(R)-4-Cyclopropyl-6-(3-(5-(3-hydroxy-1-methyl-2-oxopyrrolidin-3-yl)isoxazol-3-yl)phenyl)picolinamide C1(CC1)C1=CC(=NC(=C1)C1=CC(=CC=C1)C1=NOC(=C1)[C@]1(C(N(CC1)C)=O)O)C(=O)N